2-[3-(dodecyloxy)-2-(sulfooxy)propyl]-3,4-dihydroisoquinolinium C(CCCCCCCCCCC)OCC(C[N+]1=CC2=CC=CC=C2CC1)OS(=O)(=O)O